O(C1=CC=CC=C1)CC=1N=NN(C1)C1=CC=CC=C1 4-(phenoxymethyl)-1-phenyl-1H-1,2,3-triazole